N-(1-benzoyl-9-((2R,3R,4R,5R)-3-((tert-butyldimethylsilyl)oxy)-5-(((tert-butyldimethylsilyl)oxy)methyl)-4-(ethynyloxy)tetrahydrofuran-2-yl)-6-oxo-6,9-dihydro-1H-purin-2-yl)acetamide C(C1=CC=CC=C1)(=O)N1C(=NC=2N(C=NC2C1=O)[C@@H]1O[C@@H]([C@H]([C@H]1O[Si](C)(C)C(C)(C)C)OC#C)CO[Si](C)(C)C(C)(C)C)NC(C)=O